C(C)(C)(C)OC(=O)N1CC2CCC(C1)N2 3,8-diaza-bicyclo[3.2.1]octane-3-carboxylic acid tert-butyl ester